3,3',5-trimethoxy-4-methyl-6-nitro-(1,1'-biphenyl)-2-ol COC1=C(C(=C(C(=C1C)OC)[N+](=O)[O-])C1=CC(=CC=C1)OC)O